CN1[C@@H](CCC1)CC1N(CCCC1)CC1=CC(=NC=C1)C=1C=C2CN(C(C2=CC1)=O)C1C(NC(CC1)=O)=O 3-(5-(4-((2-(((S)-1-methylpyrrolidin-2-yl)methyl)piperidin-1-yl)methyl)pyridin-2-yl)-1-oxoisoindolin-2-yl)piperidine-2,6-dione